N-((1,2,3,5,6,7-Hexahydro-s-indacen-4-yl)carbamoyl)-6-(4-methylpiperazin-1-yl)pyrazine-2-sulfonamide, Potassium Salt [K].C1CCC2=C(C=3CCCC3C=C12)NC(=O)NS(=O)(=O)C1=NC(=CN=C1)N1CCN(CC1)C